4-((3-chlorophenyl)amino)imidazo[1,5-a]pyrido[4,3-e]pyrazine-3-carboxylic acid ClC=1C=C(C=CC1)NC=1C=2N(C3=C(N1)C=CN=C3)C=NC2C(=O)O